3-(4-{2-[ethyl(isopropyl)carbamoyl]-4-fluorophenyl}1-methyl-1H-pyrazolo[3,4-b]pyridin-6-yl)-2,5-dihydro-1H-pyrrole-1-carboxylic acid tert-butyl ester C(C)(C)(C)OC(=O)N1CC(=CC1)C1=CC(=C2C(=N1)N(N=C2)C)C2=C(C=C(C=C2)F)C(N(C(C)C)CC)=O